[Si](C1=CC=CC=C1)(C1=CC=CC=C1)(C(C)(C)C)O[C@H]1[C@H](N(CCC1)C(=O)OC(C)(C)C)C(=O)OC O1-tert-butyl O2-methyl (2S,3R)-3-[tert-butyl(diphenyl)silyl]oxypiperidine-1,2-dicarboxylate